ClC1=CC=C(C(=N1)C(=O)O)N[C@H](C)C1=C2N=C(C(=NC2=CC(=C1)OC(F)(F)F)C#N)N1CCC(CC1)(F)F (R)-6-chloro-3-((1-(2-cyano-3-(4,4-difluoropiperidin-1-yl)-7-(trifluoromethoxy)quinoxalin-5-yl)ethyl)amino)picolinic acid